2-Methyl-N-[(1R)-1-[3-(1-methyl-6-oxo-3-pyridyl)phenyl]ethyl]-5-(4-methylpiperazin-1-yl)benzamide CC1=C(C(=O)N[C@H](C)C2=CC(=CC=C2)C2=CN(C(C=C2)=O)C)C=C(C=C1)N1CCN(CC1)C